C(CCC)NC(=C(C(=O)O)C1=CC(=C(C(=C1)OC)OC)OC)C1=CC(=C(C=C1)OC)O n-butylamino-3-(3'-hydroxy-4'-methoxyphenyl)-2-(3',4',5'-trimethoxyphenyl)-2-propenoic acid